C(C)C=1C=CC(=NC1)CCOC1=CC=C(CC2C(NC(S2)=O)=O)C=C1 5-(4-(2-(5-ethylpyridin-2-yl)ethoxy)benzyl)thiazolidine-2,4-dione